C(C)(C)(C)NC1=C(N=C2N1C=CC(=C2)C(=O)OC)C2=C(C=CC(=C2)F)C=2N=CN(C2Cl)C Methyl 3-(tert-butylamino)-2-(2-(5-chloro-1-methyl-1H-imidazol-4-yl)-5-fluorophenyl)imidazo[1,2-a]pyridine-7-carboxylate